4,5-dichloro-2-[4-[N-[[(2S)-1,4-dioxan-2-yl]methyl]-4-(trideuteriomethoxy)anilino]cyclohexyl]pyridazin-3-one ClC=1C(N(N=CC1Cl)C1CCC(CC1)N(C1=CC=C(C=C1)OC([2H])([2H])[2H])C[C@@H]1OCCOC1)=O